CN(C1CCN(CC1)C1=CC=2C(=NC=C3C=CC(N(C23)C2=CC(=C(C=C2)C)[N+](=O)[O-])=O)C=C1)C 9-(4-(Dimethylamino)piperidin-1-yl)-1-(4-methyl-3-nitrophenyl)benzo[h][1,6]naphthyridin-2(1H)-one